6-Fluoro-2-methoxy-3-(1-methoxypropyl)benzonitrile FC1=CC=C(C(=C1C#N)OC)C(CC)OC